2-[cyano-(2,6-difluoro-4-pyridyl)amino]-N-(2,2-dimethylcyclobutyl)-5-formamido-thiazole-4-carboxamide C(#N)N(C=1SC(=C(N1)C(=O)NC1C(CC1)(C)C)NC=O)C1=CC(=NC(=C1)F)F